C(#N)C1=CC=C(CNC(=O)[C@H]2N(C[C@@H](C2)O)C([C@H](C(C)(SC(C2=CC=CC=C2)(C2=CC=CC=C2)C2=CC=CC=C2)C)NC(=O)C2(CC2)F)=O)C=C1 (2S,4R)-N-(4-cyanobenzyl)-1-((R)-2-(1-fluorocyclopropane-1-amido)-3-methyl-3-(tritylthio)butanoyl)-4-hydroxypyrrolidine-2-carboxamide